O1C=C(C2=C1C=CC=C2)C[C@H](NC(=O)C2[C@@H]1C=3C=CC=CC3[C@H](C2)O1)B(O)O [(1R)-2-(1-benzofuran-3-yl)-1-{[(1S,8R)-11-oxatricyclo[6.2.1.02,7]undeca-2(7),3,5-trien-9-yl]formamido}ethyl]boronic acid